CS(=O)(=O)C1=CC=C(C=O)C=C1 4-(Methylsulfonyl)benzaldehyd